P(O)(O)O.P(O)(O)O.CCCCCCO 6-hexanol bisphosphite